CC1(OC[C@@H](N1C(=O)OC(C)(C)C)COC1=C(C2=C(C(=N1)C)CC(C2)(C(=O)OC)C(=O)OC)C)C Dimethyl 3-[[(4R)-2,2-dimethyl-3-[(2-methylpropan-2-yl)oxycarbonyl]-1,3-oxazolidin-4-yl]methoxy]-1,4-dimethyl-5,7-dihydrocyclopenta[c]pyridine-6,6-dicarboxylate